5,6-dihydro-1,6-naphthyridin-5-one N1=CC=CC=2C(NC=CC12)=O